COC1=CC=C(C=C1)N1C=CC=2C1=NC=C(C2)C(=O)O 1-(4-methoxyphenyl)-1H-pyrrolo[2,3-b]pyridine-5-carboxylic acid